NC=1N=C(C2=C(N1)C=CN(C2=O)CC2CCNCC2)NCCCC 4-((2-amino-4-(butylamino)-5-oxopyrido[4,3-d]pyrimidin-6(5H)-yl)methyl)piperidine